(S)-6-(benzo[d]thiazol-7-yl)-N-((2S,3R)-3-(cyclohexylmethoxy)-1-oxo-1-(piperidin-1-yl)butan-2-yl)-2-((S)-2,2-dimethylcyclopropanecarbonyl)-2,6-diazaspiro[3.4]octane-8-carboxamide S1C=NC2=C1C(=CC=C2)N2CC1(CN(C1)C(=O)[C@@H]1C(C1)(C)C)[C@@H](C2)C(=O)N[C@H](C(N2CCCCC2)=O)[C@@H](C)OCC2CCCCC2